(S)-(6,7-dichloro-1-methyl-1,3,4,5-tetrahydro-2H-pyrido[4,3-b]indol-2-yl)(5-morpholinopyrimidin-2-yl)methanone ClC1=C(C=CC=2C3=C(NC12)CCN([C@H]3C)C(=O)C3=NC=C(C=N3)N3CCOCC3)Cl